1-(5-(trifluoromethyl)pyridin-2-yl)ethan-1-on FC(C=1C=CC(=NC1)C(C)=O)(F)F